tert-butyl 4-(2-(4-(((5-fluoro-4-oxo-2-(((tetrahydro-2H-pyran-4-yl)thio)methyl)-3,4-dihydroquinazolin-7-yl)oxy)methyl)piperidin-1-yl)ethyl)piperidine-1-carboxylate FC1=C2C(NC(=NC2=CC(=C1)OCC1CCN(CC1)CCC1CCN(CC1)C(=O)OC(C)(C)C)CSC1CCOCC1)=O